tert-butyl (3R)-3-(8-quinolylcarbamoyl)piperidine-1-carboxylate N1=CC=CC2=CC=CC(=C12)NC(=O)[C@H]1CN(CCC1)C(=O)OC(C)(C)C